FC1=C(C(=C(C(=C1)F)F)[N+](=O)[O-])O 2,4,5-trifluoro-6-nitrophenol